CN1CCN(CC1)C1=CC=C(C=C1)NC(CC1CC(NC1)C(=O)O)=O 4-(2-((4-(4-methyl-piperazin-1-yl)phenyl)amino)-2-oxoethyl)pyrrolidine-2-carboxylic acid